2-[(3S)-2,6-dioxo-3-piperidyl]-5-[3-[[1-[3-(1-methylimidazol-4-yl)-4-[[4-(trifluoromethyl)phenyl]methylamino]benzoyl]-4-piperidyl]oxy]azetidin-1-yl]isoindoline-1,3-dione O=C1NC(CC[C@@H]1N1C(C2=CC=C(C=C2C1=O)N1CC(C1)OC1CCN(CC1)C(C1=CC(=C(C=C1)NCC1=CC=C(C=C1)C(F)(F)F)C=1N=CN(C1)C)=O)=O)=O